2-[2-(2-methoxymethyloxy-5-methylphenyl)-2-(4-chlorophenyl)-vinyl]-N-methylpiperidine COCOC1=C(C=C(C=C1)C)C(=CC1N(CCCC1)C)C1=CC=C(C=C1)Cl